ClC=1C(=NN(C1C)C=1C=C(C(=O)NC2=CC3=C(OCCO3)C=C2)C=CC1)C 3-(4-chloro-3,5-dimethyl-pyrazol-1-yl)-N-(2,3-dihydro-1,4-benzodioxin-6-yl)benzamide